C(C)OCCN1N=CC(=C1)NC=1OC(=CN1)C1=CC(=C(C=C1)N1C(NCC1)=O)F 1-(4-(2-((1-(2-ethoxyethyl)-1H-pyrazol-4-yl)amino)oxazol-5-yl)-2-fluorophenyl)imidazolidin-2-one